FC=1C(=C(C=CC1)N1CCC(CC1)CCN1N=C(C=2CCCCC12)C(=O)N1CCC(CC1)NC(C)=O)C N-[1-[1-[2-[1-(3-fluoro-2-methyl-phenyl)-4-piperidyl]ethyl]-4,5,6,7-tetrahydroindazole-3-carbonyl]-4-piperidyl]acetamide